CN(C1=C(C=C(C(=C1)N1CCC(CC1)N1CCN(CC1)C)C)[N+](=O)[O-])C N,N,4-trimethyl-5-(4-(4-methylpiperazin-1-yl)piperidin-1-yl)-2-nitroaniline